((1s,4s)-4-((5-(cinnolin-6-yl)-7H-pyrrolo[2,3-d]pyrimidin-2-yl)amino)cyclohexyl)(pyrrolidin-1-yl)methanone N1=NC=CC2=CC(=CC=C12)C1=CNC=2N=C(N=CC21)NC2CCC(CC2)C(=O)N2CCCC2